Ethyl 2-(4-((4-(5-chloropyridin-2-yl) piperazin-1-yl) methyl)-2,6-dimethylphenoxy)-2-methylpropionate ClC=1C=CC(=NC1)N1CCN(CC1)CC1=CC(=C(OC(C(=O)OCC)(C)C)C(=C1)C)C